C(C)(C)(C)NCC(O)C1OC(OC2=C1C=CC=C2)(C)C 2-tert-butylamino-1-(2,2-dimethyl-4-benzo[1,3]dioxanyl)ethanol